3-(4-bromopyridin-2-yl)azetidin-3-ol BrC1=CC(=NC=C1)C1(CNC1)O